C1(CC1)C=1C=NC(=NC1)CCC=1NC(C2=C(N1)N(N=C2C#N)C(C)C=2C=NC(=CC2)C(F)(F)F)=O 6-(2-(5-cyclopropylpyrimidin-2-yl)ethyl)-4-oxo-1-(1-(6-(trifluoromethyl)pyridin-3-yl)ethyl)-4,5-dihydro-1H-pyrazolo[3,4-d]pyrimidine-3-carbonitrile